NC1=NC(=CC(=N1)N1CCC2(C[C@H](NC2)C(=O)OCC)CC1)O[C@@H](C(F)(F)F)C1=C(C=C(C=C1)Cl)C1=CC(=CC=C1)S(=O)(=O)C (S)-ethyl 8-(2-amino-6-((R)-1-(5-chloro-3'-(methylsulfonyl)-[1,1'-biphenyl]-2-yl)-2,2,2-trifluoroethoxy)pyrimidin-4-yl)-2,8-diazaspiro[4.5]decane-3-carboxylate